1-(5-isopropyl-2-methylcyclohex-2-en-1-yl)propan C(C)(C)C1CC=C(C(C1)CCC)C